C(=O)(O)C1=CC=C(CN2C[C@@]3([C@@H](N[C@H]([C@@H]3C3=CC=C(C=C3)Cl)C(=O)NC3=C(C=C(C(=O)O)C=C3)OC)CC(C)(C)C)C3=CC(=CC=C23)Cl)C=C1 4-((2'S,3S,4'R,5'R)-1-(4-carboxybenzyl)-5-chloro-4'-(4-chlorophenyl)-2'-neopentyl-spiro[indoline-3,3'-pyrrolidine]-5'-carboxamido)-3-methoxybenzoic acid